N-(5-((6-Methoxy-7-(3-morpholinopropoxy)chinolin-4-yl)oxy)pyridin-2-yl)-6-phenylpicolinamid COC=1C=C2C(=CC=NC2=CC1OCCCN1CCOCC1)OC=1C=CC(=NC1)NC(C1=NC(=CC=C1)C1=CC=CC=C1)=O